COC(C1=C(C(=C(C=C1O)OC)C)O)=O 2,6-Dihydroxy-4-methoxy-3-methylbenzoic acid methyl ester